NC1=CC(=C(OC[C@H]2N(CCC2)C(=O)OC(C)(C)C)C=C1)C=1C(=NC=NC1C)C tert-butyl (2S)-2-[[4-amino-2-(4,6-dimethylpyrimidin-5-yl)phenoxy]methyl]pyrrolidine-1-carboxylate